({1-[(4-chlorophenyl)methyl]-1H-1,3-benzodiazol-2-yl}methyl)diethylamine ClC1=CC=C(C=C1)CN1C(=NC2=C1C=CC=C2)CN(CC)CC